N=1C=CN2C1C=CC(=C2)C2=CNC1=NC=C(C=C12)NC(=O)C1CCN(CC1)C N-(3-(imidazo[1,2-a]pyridin-6-yl)-1H-pyrrolo[2,3-b]pyridin-5-yl)-1-methylpiperidine-4-carboxamide